8-fluoro-6-(5-fluoro-2-((1-(methylsulfonyl)piperidin-4-yl)amino)pyrimidin-4-yl)-2-methylquinoline-4-carboxylic acid FC=1C=C(C=C2C(=CC(=NC12)C)C(=O)O)C1=NC(=NC=C1F)NC1CCN(CC1)S(=O)(=O)C